benzo[b]oxetane O1C2=C(C1)C=CC=C2